C1(C=CC(N1CCCCCC(=O)O)=O)=O ε-maleimidocaproic acid